protoporphyrin sodium salt CC1=C(C2=CC3=NC(=CC4=NC(=CC5=C(C(=C(N5)C=C1N2)C=C)C)C(=C4CCC(=O)[O-])C)C(=C3C)CCC(=O)[O-])C=C.[Na+].[Na+]